BrC=1C(=NC(=NC1)Cl)NC1=C(C(=CC=C1)OC)CNS(=O)=O N-(2-((5-bromo-2-chloropyrimidin-4-yl)amino)-6-methoxyphenyl)methylsulfonamide